N1=CN=C2NC=NC2=C1N1CCSC(=C1)C1=NN(N=C1)C1CCN(CC1)C(=O)OC(C)(C)C tert-Butyl 4-(4-(4-(9H-purin-6-yl)-3,4-dihydro-2H-1,4-thiazin-6-yl)-2H-1,2,3-triazol-2-yl)piperidine-1-carboxylate